COC1CCC(CC1)C1=NC2=CC=C(C=C2C=C1)CO (2-((1S,4s)-4-methoxycyclohexyl)quinolin-6-yl)methanol